2-((6-(1H-pyrazol-1-yl)pyrimidin-4-yl)amino)-4-((2-methoxypropyl)(4-(5,6,7,8-tetrahydro-1,8-naphthyridin-2-yl)butyl)amino)butanoic acid N1(N=CC=C1)C1=CC(=NC=N1)NC(C(=O)O)CCN(CCCCC1=NC=2NCCCC2C=C1)CC(C)OC